N=C1NCCC(C1)C 2-imino-4-methyl-piperidine